1-(tert-butoxycarbonyl)-5-methyl-2,3,4,7-tetrahydro-1H-azepine-3-carboxylic acid C(C)(C)(C)OC(=O)N1CC(CC(=CC1)C)C(=O)O